C(C(=C)C)(=O)NC(=O)NS(=O)(=O)F methacryloylcarbamoyl-sulfamoyl fluoride